3-(N-(2-(5-chlorothiophen-2-yl)-5-(5-methylisoxazol-4-yl)phenyl)sulfamoyl)-4-cyclopropylbenzoic Acid ClC1=CC=C(S1)C1=C(C=C(C=C1)C=1C=NOC1C)NS(=O)(=O)C=1C=C(C(=O)O)C=CC1C1CC1